C(OC1=C(C=CC(=C1)C(C)C)C1(C(C2=CC=CC(=C2C1=O)N)=O)NC(C)=O)(OCCCC)=O (2-acetamido-4-amino-1,3-dioxo-2,3-dihydro-1H-inden-2-yl)-5-isopropylphenyl butyl carbonate